OC1=CC=C2C[C@H](NCC2=C1)C(=O)O (3S)-7-hydroxy-1,2,3,4-tetrahydroisoquinoline-3-carboxylic acid